OC(C)(C)C=1C=C(C=NC1)C=1C=C2C(=C(C=NC2=CC1)C#N)NC(C)C1=CC=CC=C1 6-(5-(2-hydroxypropan-2-yl)pyridin-3-yl)-4-((1-phenylethyl)amino)quinoline-3-carbonitrile